5-(1-methyl-1H-imidazol-4-yl)-2H-pyrazolo[3,4-b]pyridin CN1C=NC(=C1)C1=CC=2C(N=C1)=NNC2